Chloro-isobutene ClC=C(C)C